3-(Imidazo[1,2-b]pyridazin-3-ylethynyl)-4-methyl-N-(1-methyl-1H-indol-6-yl)benzamide N=1C=C(N2N=CC=CC21)C#CC=2C=C(C(=O)NC1=CC=C3C=CN(C3=C1)C)C=CC2C